1,4-dimethoxy-2-[(E)-2-nitroprop-1-en-1-yl]-5-pentylbenzene COC1=C(C=C(C(=C1)CCCCC)OC)\C=C(/C)\[N+](=O)[O-]